ClC=1C2=C(N=C(N1)C(C1=CC=CC=C1)(F)F)N(N=N2)CC2=C(C=CC=C2)C=C 7-chloro-5-(difluoro(phenyl)methyl)-3-(2-vinylbenzyl)-3H-[1,2,3]Triazolo[4,5-d]Pyrimidine